BrC=1C=CC(=C2C=C(C=NC12)F)C[C@@H](C(=O)OC(C)(C)C)N=C(C1=CC=CC=C1)C1=CC=CC=C1 tert-butyl (S)-3-(8-bromo-3-fluoroquinolin-5-yl)-2-((diphenylmethylene) amino)propanoate